1-bromo-4-(1,1-difluoro-3-nitropropan-2-yl)benzene BrC1=CC=C(C=C1)C(C(F)F)C[N+](=O)[O-]